ClC=1C(=NC(=NC1)NC1CCOCC1)C1=CC=C2CN(C(C2=C1)=O)CC(=O)NC(C)C1=NC(=CC=C1)C 2-(6-{5-chloro-2-[(oxan-4-yl)amino]pyrimidin-4-yl}-1-oxo-2,3-dihydro-1H-isoindol-2-yl)-N-[1-(6-methylpyridin-2-yl)ethyl]acetamide